CO[Si](CCCN(C(=O)OCC)OC1=CC(=C(C(=O)[O-])C=C1)OC1=C(C(=O)[O-])C=CC(=C1)ON(C(=O)OCC)CCC[Si](OC)(OC)OC)(OC)OC 4,4'-bis(3-(trimethoxysilyl)propylurethanoxy)oxydibenzoate